C1NCC12CC(C2)CCNC=2C=C1C(N(C(C1=CC2)=O)C2C(NC(CC2)=O)=O)=O 5-[2-(2-Azaspiro[3.3]heptan-6-yl)ethylamino]-2-(2,6-dioxo-3-piperidyl)isoindoline-1,3-dione